CC1=CC=C(C=C1)C(C)O 1-(4-methylphenyl)-1-ethanol